1-ethyl-1-oxo-N-phenyl-N'-(4-(5-(trifluoromethyl)-1,2,4-oxadiazol-3-yl)benzyl)-λ5-phosphanediamine C(C)P(NC1=CC=CC=C1)(NCC1=CC=C(C=C1)C1=NOC(=N1)C(F)(F)F)=O